CC1=CC2=NC=CC2=C1 2-Methyl-6-azapentalen